3-(4-(1-(5-((4-(((R)-1-(3-Bromophenyl)ethyl)amino)-6-methoxy-2-methyl-quinazolin-7-yl)oxy)pentanoyl)piperidin-4-yl)-6-fluoro-1-oxoisoindolin-2-yl)piperidine-2,6-dione BrC=1C=C(C=CC1)[C@@H](C)NC1=NC(=NC2=CC(=C(C=C12)OC)OCCCCC(=O)N1CCC(CC1)C1=C2CN(C(C2=CC(=C1)F)=O)C1C(NC(CC1)=O)=O)C